C(C)N=C(NCC(=O)O)N (N'-ethylguanidino)ACETIC ACID